ClC=1C=C(C=CC1Cl)C=1C(=NC(=NC1)NC=1C=NN(C1)C)NC=1C=C(C=CC1F)NC(C=C)=O N-(3-((5-(3,4-dichlorophenyl)-2-((1-methyl-1H-pyrazol-4-yl)amino)pyrimidin-4-yl)amino)-4-fluorophenyl)acrylamide